1,1,1-trifluoro-2-(3-(6-(((3S,4S)-4-fluoropiperidin-3-yl)amino)pyridin-2-yl)-7-methoxyimidazo[1,2-b]pyridazin-6-yl)propan-2-ol FC(C(C)(O)C=1C(=CC=2N(N1)C(=CN2)C2=NC(=CC=C2)N[C@H]2CNCC[C@@H]2F)OC)(F)F